4-Chloro-5-(2-(((4,6-dimethyl-2-oxo-1,2-dihydropyridin-3-yl) methyl) amino) ethyl)-2-(4-(dimethylamino) cyclohexyl)-2,7-dimethyl-2,3-dihydrobenzofuran-6-carboxylate ClC1=C(C(=C(C2=C1CC(O2)(C)C2CCC(CC2)N(C)C)C)C(=O)[O-])CCNCC=2C(NC(=CC2C)C)=O